4-((4-((1-cyclopropyl-3-(tetrahydro-2H-pyran-4-yl)-1H-pyrazol-4-yl)oxy)pyridin-2-yl)amino)piperidine-1-carboxylic acid tert-butyl ester C(C)(C)(C)OC(=O)N1CCC(CC1)NC1=NC=CC(=C1)OC=1C(=NN(C1)C1CC1)C1CCOCC1